COC(=O)NC=1NC2=C(N1)C=CC=C2 2-(methoxycarbonylamino)-benzimidazole